4-(4-chloro-3-fluorophenyl)-2-methylbenzene-1,4-diamine ClC1=C(C=C(C=C1)C1(CC(=C(C=C1)N)C)N)F